C(C)N(CCCNCCCN(CC)CC)CC N3-[3-(diethylamino)propyl]-N1,N1-diethyl-1,3-propanediamine